1,1-dihexyl-3-phenylurea C(CCCCC)N(C(=O)NC1=CC=CC=C1)CCCCCC